ClC1=C2C(=CN=CC2=CC=C1)C1=C(C=2N=C(N=C(C2C=N1)N1C[C@@H](N(CC1)C(C(=C)F)=O)CC#N)OC[C@H]1N(CC(C1)(F)F)C)F 2-((s)-4-(7-(5-chloroisoquinolin-4-yl)-2-(((s)-4,4-difluoro-1-methylpyrrolidin-2-yl)methoxy)-8-fluoropyrido[4,3-d]pyrimidin-4-yl)-1-(2-fluoroacryloyl)piperazin-2-yl)acetonitrile